4-chloro-6-((2,5-dichloropyrimidin-4-yl)amino)-1,3-bis(3-hydroxy-3-methylbutyl)-1,3-dihydro-2H-benzo[d]imidazol-2-one ClC1=CC(=CC=2N(C(N(C21)CCC(C)(O)C)=O)CCC(C)(C)O)NC2=NC(=NC=C2Cl)Cl